FC1=C(C=CC=C1)NC=O N-(2-fluorophenyl)carboxamide